5-(5-methyl-2-(4-(pyrrolidine-1-carbonyl)phenylamino)pyrimidin-4-ylamino)benzo[d]oxazol-2(3H)-one CC=1C(=NC(=NC1)NC1=CC=C(C=C1)C(=O)N1CCCC1)NC=1C=CC2=C(NC(O2)=O)C1